CN1CCC2(N(CC3=NC(=CC=C32)NC=3C=CC(=C2CNC(C32)=O)C3=CN=C2N3C=CC(=C2)F)C)CC1 7-((1,6'-dimethyl-6',7'-dihydrospiro[piperidine-4,5'-pyrrolo[3,4-b]pyridin]-2'-yl)amino)-4-(7-fluoroimidazo[1,2-a]pyridin-3-yl)isoindolin-1-one